CC1=C(C=C(C=C1)NC(OC(C)(C)C)=O)CCC1=CN=C(S1)NC1=NC=CN=C1 tert-butyl (4-methyl-3-(2-(2-(pyrazin-2-ylamino)thiazol-5-yl)ethyl)phenyl)carbamate